OC1=CC=C(C(=O)OC2=CC=C(C=C2)CO[Si](C2=CC=CC=C2)(C2=CC=CC=C2)C(C)(C)C)C=C1 4-(((tert-butyldiphenylsilyl)oxy)methyl)phenyl 4-hydroxybenzoate